4-(2-chlorophenyl)-2-oxo-but-3-enoic acid ClC1=C(C=CC=C1)C=CC(C(=O)O)=O